ClC=1C=C(C=C(C1)NS(=O)(=O)C)NC(=O)C=1SC=C(C1)N1CCNCC1 N-(3-chloro-5-(methylsulfonamido)phenyl)-4-(piperazin-1-yl)thiophene-2-carboxamide